cis-cis-muconate C(\C=C/C=C\C(=O)[O-])(=O)[O-]